1-[6-chloro-5-(1,3-dioxolan-2-yl)-2-pyridinyl]-N-(6-methylpyridazin-3-yl)benzimidazol-5-amine ClC1=C(C=CC(=N1)N1C=NC2=C1C=CC(=C2)NC=2N=NC(=CC2)C)C2OCCO2